FC1=CC=C(C=C1)S(=NC(C1=CC=C(C=C1)C1=NOC(=N1)C(F)(F)F)=O)(=O)C(C)C N-((4-fluorophenyl)(isopropyl)(oxo)-λ6-sulfaneylidene)-4-(5-(trifluoromethyl)-1,2,4-oxadiazol-3-yl)benzamide